2-chloro-6,7-dihydrobenzo[b]thiophene-4(5H)-one ClC1=CC2=C(S1)CCCC2=O